(S)-7-bromo-4-(cyclopropylethynyl)-1-(4-methoxybenzyl)-4-(trifluoromethyl)-3,4-dihydroquinazolin-2(1H)-one BrC1=CC=C2[C@](NC(N(C2=C1)CC1=CC=C(C=C1)OC)=O)(C(F)(F)F)C#CC1CC1